6-bromo-1-methyl-1,3-dihydro-2H-imidazo[4,5-b]pyrazin-2-one BrC1=CN=C2C(=N1)N(C(N2)=O)C